CO[C@H]1C[C@H](C1)NS(N)(=O)=O N-(CIS-3-METHOXYCYCLOBUTYL)SULFURIC DIAMIDE